C1(CCCCC1)NCCCS(=O)(=O)O 3-(cyclohexylamino)propan-1-sulfonic acid